4-[(benzyloxy)methyl]-6-bromo-2-[3,5-dichloro-4-[(5-isopropyl-6-oxo-1H-pyridazin-3-yl)oxy]phenyl]-1,2,4-triazine-3,5-di-one C(C1=CC=CC=C1)OCN1C(N(N=C(C1=O)Br)C1=CC(=C(C(=C1)Cl)OC1=NNC(C(=C1)C(C)C)=O)Cl)=O